ClC1=NC=2N(C(=C1)N[C@@H](C)C=1SC=C(N1)C1CC1)N=CC2C(C)C (S)-5-Chloro-N-(1-(4-cyclopropylthiazol-2-yl)ethyl)-3-isopropylpyrazolo[1,5-a]pyrimidin-7-amine